ethyl 4-((2-fluorophenyl) amino)-3-oxobutanoate FC1=C(C=CC=C1)NCC(CC(=O)OCC)=O